C(C)(C)C1C(NCCC1)=O 3-isopropylpiperidin-one